C(C)OC(=O)C=1NC2=C(C=CC=C2C1)C1CCN(CC1)C(=O)OC(C)(C)C 7-(1-(tert-Butoxycarbonyl)piperidin-4-yl)-1H-indole-2-carboxylic acid ethyl ester